NC1=C(C=CC(=C1F)NCC1=CC=C(C=C1)OC(F)(F)F)NC(CCCCCC)=O N-(2-Amino-3-fluoro-4-((4-(trifluoromethoxy)benzyl)amino)phenyl)heptanamid